(4-(4-(benzo[d]thiazol-5-ylamino)quinolin-5-yl)-3-fluorophenyl)(4-methylpiperazin-1-yl)methanone S1C=NC2=C1C=CC(=C2)NC2=CC=NC1=CC=CC(=C21)C2=C(C=C(C=C2)C(=O)N2CCN(CC2)C)F